CN1CCN(CC1)CCC(=O)NC1=CC2=C([Se]C(=C2)C(=O)OCC)C=C1 (Ethyl) (5-(3-(4-methylpiperazin-1-yl) propionamido) benzo[b]selenophene-2-carboxylate)